ethyl 5-bromo-2-(3,4-dichlorophenyl)-1-ethyl-6-((5-hydroxy-3-(trifluoromethyl)-1H-pyrazol-1-yl) methyl)-4-oxo-1,4-dihydropyridine-3-carboxylate BrC=1C(C(=C(N(C1CN1N=C(C=C1O)C(F)(F)F)CC)C1=CC(=C(C=C1)Cl)Cl)C(=O)OCC)=O